(S)-N-(1-(6-chloro-5-fluoro-1-neopentyl-1H-pyrrolo[2,3-b]pyridin-3-yl)-2,2-difluoroethyl)cyclopropanesulfonamide ClC1=C(C=C2C(=N1)N(C=C2[C@@H](C(F)F)NS(=O)(=O)C2CC2)CC(C)(C)C)F